(S)-1'-(2-(3-chloro-2-fluorophenyl)-2H-pyrazolo[4,3-c]pyridin-6-yl)-1,3-dihydrospiro[inden-2,4'-piperidin]-1-amine ClC=1C(=C(C=CC1)N1N=C2C(C=NC(=C2)N2CCC3(CC2)[C@@H](C2=CC=CC=C2C3)N)=C1)F